[Se]1[Se]CCC1 Diselenolan